6-(2-(tert-butoxy)-2-oxoethoxy)-2-methyl-1H-benzo[d]Imidazole-4-carboxylic acid methyl ester COC(=O)C1=CC(=CC=2NC(=NC21)C)OCC(=O)OC(C)(C)C